ClC=1C=C(C=CC1)C(C(=CN1CCOCC1)C(C)=O)C1=CC(=C(C=C1)OC)OC 4-[3-(3-chlorophenyl)-3-(3,4-dimethoxyphenyl)-2-acetyl-propenyl]morpholine